ClC=1C=C(NC2(CCC3([C@H](CC4=CC=CC=C34)C[C@H](COC3=CC=NC=4CCC[C@@H](C34)CC)C)CC2)C(=O)O)C=CC1 (1r,2'S,4S)-4-(3-chloroanilino)-2'-[(2R)-3-{[(5S)-5-ethyl-5,6,7,8-tetrahydroquinolin-4-yl]oxy}-2-methylpropyl]-2',3'-dihydrospiro[cyclohexane-1,1'-indene]-4-carboxylic acid